N-(4'-((2-(1,1-difluoroethyl)-5-methoxypyrimidin-4-yl)amino)-5-(methoxymethyl)-[2,3'-bipyridin]-6'-yl)acetamide FC(C)(F)C1=NC=C(C(=N1)NC1=C(C=NC(=C1)NC(C)=O)C1=NC=C(C=C1)COC)OC